C(C=CC=CCCCCCCCCCCCCC)(=O)OCCCCCCCCCCCCCCCCCCCCCCCCCCCCCCCCCC(=O)N[C@H](CO)[C@H](O)C(CCCCCCCCCCCCCC)O N-(34-(9Z,12Z-octadecadienoyloxy)-tetratriacontanoyl)-4R-hydroxysphinganine